N-tert-butyl-2-{methyl[2-(4-{[(3S)-1-methylpiperidin-3-yl]oxy}pyridin-2-yl)-5H,6H,7H-cyclopenta[d]pyrimidin-4-yl]amino}acetamide C(C)(C)(C)NC(CN(C=1C2=C(N=C(N1)C1=NC=CC(=C1)O[C@@H]1CN(CCC1)C)CCC2)C)=O